ClC=1C(=NC(=C(C1CC)Cl)N1CCN(CCC1)C)SC(C(=O)N)C1=CC=CC=C1 2-((3,5-dichloro-4-ethyl-6-(4-methyl-1,4-diazepan-1-yl)pyridin-2-yl)sulfanyl)-2-phenylacetamide